3-((tert-butyldimethylsilyl)oxy)-8-hydroxy-6H-benzo[C]chromen-6-one [Si](C)(C)(C(C)(C)C)OC1=CC=C2C3=C(C(OC2=C1)=O)C=C(C=C3)O